2-methyl-4,6-di-tert-butylphenyl salicylate C(C=1C(O)=CC=CC1)(=O)OC1=C(C=C(C=C1C(C)(C)C)C(C)(C)C)C